methyl (R)-3-(trifluoromethyl)-2,3,4,5-tetrahydrobenzo[f][1,4]oxazepine-8-carboxylate FC([C@H]1COC2=C(CN1)C=CC(=C2)C(=O)OC)(F)F